C(#N)C=1C=CC(=NC1)C1CCN(CC1)C(=O)C=1C=CC(=C(C1)NC(=O)NC1CCC1)C 1-(5-(4-(5-cyanopyridin-2-yl)piperidine-1-carbonyl)-2-methylphenyl)-3-cyclobutylurea